C(#N)C1=C(C(=CN(C1=O)C)C=1NC2=CC=C(C=C2C1C(C)C)C1CCN(CC1)CC(=O)N(C)C)C 2-(4-(2-(5-cyano-1,4-dimethyl-6-oxo-1,6-dihydropyridin-3-yl)-3-isopropyl-1H-indol-5-yl)piperidin-1-yl)-N,N-dimethylacetamide